C(#N)C(CC(C(=O)O)SC(=S)C1=CC=CC=C1)C 4-cyano-(phenylthiocarbonylthio)pentanoic acid